2-[3-(4-Chloro-3-fluorophenyl)-1-ethyl-1H-1,2,4-triazol-5-yl]-N-[(3-chloro-5-methylphenyl)methyl]acetamid ClC1=C(C=C(C=C1)C1=NN(C(=N1)CC(=O)NCC1=CC(=CC(=C1)C)Cl)CC)F